tert-butyl (2R,3S,4S)-4-[(tert-butoxycarbonyl)oxy]-2-[(4-methoxyphenyl)methyl]-3-({[(1s,3s)-3-[(tert-butoxy carbonyl)amino]cyclobutyl]carbamoyl}oxy)pyrrolidine-1-carboxylate C(C)(C)(C)OC(=O)O[C@@H]1[C@H]([C@H](N(C1)C(=O)OC(C)(C)C)CC1=CC=C(C=C1)OC)OC(NC1CC(C1)NC(=O)OC(C)(C)C)=O